C(=O)O.CC(C)(OC(NCCOCCOCCOCCN1CCC(CC1)N1N=CC(=C1)C(=O)OCC)=O)C Ethyl 1-(1-(2,2-dimethyl-4-oxo-3,8,11,14-tetraoxa-5-azahexadecan-16-yl)piperidin-4-yl)-1H-pyrazole-4-carboxylate, Formic acid salt